(3-tert-butyl)-1,2,4-oxadiazole-3-carboxamide C(C)(C)(C)C1(NOC=N1)C(=O)N